CC1=CC(=NN1)NC1=NC(=NC(=C1)C=1C=NNC1)NC1CC2CCC(C1)N2CCC#N 3-((3-Exo)-3-((4-((5-methyl-1H-pyrazol-3-yl)amino)-6-(1H-pyrazol-4-yl)pyrimidin-2-yl)amino)-8-azabicyclo[3.2.1]oct-8-yl)propionitrile